N-(4-Fluoro-2-methoxy-5-(4-methylpiperazin-1-yl)phenyl)acetamide FC1=CC(=C(C=C1N1CCN(CC1)C)NC(C)=O)OC